2-(4-chlorophenyl)-4-[[4-(2-methylphenyl)-1-piperazinyl]carbonyl]-1(2H)-phthalazinone ClC1=CC=C(C=C1)N1C(C2=CC=CC=C2C(=N1)C(=O)N1CCN(CC1)C1=C(C=CC=C1)C)=O